1,3,5-trimethylpyridine CN1CC(=CC(=C1)C)C